[Na+].[OH-].[Al+3].[OH-].[OH-].[OH-] aluminum hydroxide, sodium salt